O=C1CC2(CCN2C(=O)OC(C)(C)C)CN1 tert-butyl 6-oxo-1,7-diazaspiro[3.4]octane-1-carboxylate